N-(5'-methyl-2'-(thiophen-2-ylthio)-[1,1'-biphenyl]-2-yl)picolinamide CC=1C=CC(=C(C1)C1=C(C=CC=C1)NC(C1=NC=CC=C1)=O)SC=1SC=CC1